N-(1-cyano-2-ethylperoxyethyl)-3,4-dichlorobenzamide C(#N)C(COOCC)NC(C1=CC(=C(C=C1)Cl)Cl)=O